bis(di-iso-propylamino)silane C(C)(C)N(C(C)C)[SiH2]N(C(C)C)C(C)C